OC1CC2CCC(C1)N2C=2C=C1C=NN(C1=CC2)C 5-(3-hydroxy-8-azabicyclo[3.2.1]octan-8-yl)-1-methyl-1H-indazol